[Na+].OCC=1C=C(CNCCCC(=O)ON2C(C(CC2=O)S(=O)(=O)[O-])=O)C=CC1[N+](=O)[O-] 1-((4-((3-(hydroxymethyl)-4-nitrobenzyl)amino)butanoyl)oxy)-2,5-dioxopyrrolidine-3-sulfonic acid sodium salt